NC=1C=2N(C3=C(N1)C=NC(=C3)C(=O)N([C@@H]3COC1=C3C=CC(=C1)C(F)(F)F)C)C(=NC2)C (S)-4-amino-N,1-dimethyl-N-(6-(trifluoromethyl)-2,3-dihydrobenzofuran-3-yl)imidazo[1,5-a]pyrido[3,4-e]pyrazine-8-carboxamide